C(C)(C)(C)OC(NS(NC1=CC(=CC=C1)CC1=NN(C(C2=CC(=C(C=C12)OC)OC)=O)C)(=O)=O)=O (N-(3-((6,7-dimethoxy-3-methyl-4-oxo-3,4-dihydrophthalazin-1-yl)methyl)phenyl)sulfamoyl)carbamic acid tert-butyl ester